tert-butyl (S)-4-(5-(2-fluorophenyl)-7-(5-methoxypyridin-3-yl)-7H-pyrrolo[2,3-d]pyrimidin-4-yl)-3-methylpiperazine-1-carboxylate FC1=C(C=CC=C1)C1=CN(C=2N=CN=C(C21)N2[C@H](CN(CC2)C(=O)OC(C)(C)C)C)C=2C=NC=C(C2)OC